3-chloro-5-(3-((dimethylamino)methyl)-4-(tetrahydro-2H-pyran-4-yl)phenyl)pyrazin-2-amine ClC=1C(=NC=C(N1)C1=CC(=C(C=C1)C1CCOCC1)CN(C)C)N